C20-Sphingosine CCCCCCCCCCCCCCC/C=C/[C@H]([C@H](CO)N)O